6-Oxo-5-(trifluoromethyl)-1,6-dihydropyridazin O=C1C(=CC=NN1)C(F)(F)F